N[C@@H]1[C@@H](OCC12CCN(CC2)C2=C(N=C1C(=N2)N(N=C1C=1C(=C2N=C(C=NC2=CC1)N(C)C)Cl)COCC[Si](C)(C)C)CO)C {6-[(3S,4S)-4-amino-3-methyl-2-oxa-8-azaspiro[4.5]decan-8-yl]-3-[5-chloro-3-(dimethylamino)quinoxalin-6-yl]-1-{[2-(trimethylsilyl)ethoxy]methyl}-1H-pyrazolo[3,4-b]pyrazin-5-yl}methanol